OC[C@@H]1N(CCNC1)C=1C=C2CN3[C@@H](C2=CC1)CN(C[C@H]3C)C3=C1C=CC=NC1=C(C=C3)C#N 5-[(4R,10bS)-8-[(2R)-2-(hydroxymethyl)piperazin-1-yl]-4-methyl-3,4,6,10b-tetrahydro-1H-pyrazino[2,1-a]isoindol-2-yl]quinoline-8-carbonitrile